C(CCCC=C)OC1=CC(=CC=2C(C3=CC=CC(=C3C(C12)=O)OCCCCC=C)=O)NC(CCl)=O N-(4,5-bis(hex-5-en-1-yloxy)-9,10-dioxo-9,10-dihydroanthracen-2-yl)-2-chloroacetamide